(S)-(7-(2-(cyclopropylamino)-2-oxoethoxy)-5-methyl-4-oxo-2,3,4,5-tetrahydrobenzo[b][1,4]oxazepin-3-yl)carbamic acid tert-butyl ester C(C)(C)(C)OC(N[C@@H]1C(N(C2=C(OC1)C=CC(=C2)OCC(=O)NC2CC2)C)=O)=O